1-{5-Methyl-2-[1-(tetrahydropyran-4-yl)-ethylamino]-pyrimidin-4-yl}-1H-pyrrole-3-carboxylic acid [(S)-1-(3-chlorophenyl)-2-hydroxy-ethyl]-amide ClC=1C=C(C=CC1)[C@@H](CO)NC(=O)C1=CN(C=C1)C1=NC(=NC=C1C)NC(C)C1CCOCC1